2-{3-[(1,3-benzothiazol-2-yl)amino]-4-methyl-5H,6H,7H,8H-pyrido[2,3-c]pyridazin-8-yl}-5-(3-{4-[2-(dimethylamino)ethoxy]phenoxy}propyl)-1,3-thiazole-4-carboxylic acid S1C(=NC2=C1C=CC=C2)NC2=C(C1=C(N=N2)N(CCC1)C=1SC(=C(N1)C(=O)O)CCCOC1=CC=C(C=C1)OCCN(C)C)C